C(C1=CC=CC=C1)OC1=NC(=CC=C1C1=CC=C(C=C1)NC[C@H]1CN(CCC1)C(=O)OC(C)(C)C)OCC1=CC=CC=C1 tert-butyl (S)-3-(((4-(2,6-bis(benzyloxy)pyridin-3-yl)phenyl)amino)methyl)piperidine-1-carboxylate